FC(CN1C=NC2=C1C=C(C=C2)C=2C(=CN1N=C(N=C(C12)OC)N[C@H]1C(CN(CC1)C(C)=O)(F)F)F)F (R)-1-(4-((5-(1-(2,2-difluoroethyl)-1H-benzo[d]imidazol-6-yl)-6-fluoro-4-methoxypyrrolo[2,1-f][1,2,4]triazin-2-yl)amino)-3,3-difluoropiperidin-1-yl)ethan-1-one